(E)-3-pyridin-3-ylpropionate N1=CC(=CC=C1)CCC(=O)[O-]